6-[4-[acetyl-(methyl)amino]-3-ethyl-phenyl]-N-(3-pyridylmethyl)pyridine-3-carboxamide C(C)(=O)N(C1=C(C=C(C=C1)C1=CC=C(C=N1)C(=O)NCC=1C=NC=CC1)CC)C